OC(C)(C)C1=COC=C1 3-(α-hydroxyisopropyl)furan